2-((1-methyl-1H-pyrazol-3-yl)oxy)acetic acid tert-butyl ester C(C)(C)(C)OC(COC1=NN(C=C1)C)=O